FC=1C=C2CCC(CC2=CC1F)SC=1N=NNC1C(=O)O 4-((6,7-difluoro-1,2,3,4-tetrahydronaphthalen-2-yl)thio)-1H-1,2,3-triazole-5-carboxylic acid